3-((Tert-butyldimethylsilyl)oxy)benzoic acid [Si](C)(C)(C(C)(C)C)OC=1C=C(C(=O)O)C=CC1